CC(C)N1N=CC(=C1)B1OC(C(O1)(C)C)(C)C 1-(propan-2-yl)-4-(4,4,5,5-tetramethyl-1,3,2-dioxaborolan-2-yl)-1H-pyrazole